3-fluoro-N-(3-fluoro-4-((1-fluoro-3-(benzenesulfonyl)-7-(o-tolyl)pyrrolo[3,2-e]indazol-6(3H)-yl)methyl)phenethyl)propan-1-amine FCCCNCCC1=CC(=C(C=C1)CN1C(=CC=2C=3C(=NN(C3C=CC21)S(=O)(=O)C2=CC=CC=C2)F)C2=C(C=CC=C2)C)F